tert-butyl (1R,5S,8s)-8-amino-3-azabicyclo[3.2.1]octane-3-carboxylate NC1[C@H]2CN(C[C@@H]1CC2)C(=O)OC(C)(C)C